3-methyl-3-ethyl-hexane CC(CC)(CCC)CC